(2S)-2-fluoro-2-[[(2S,5R)-3-methyl-7-oxo-2-(pyrazin-2-ylmethyl-carbamoyl)-1,6-diazabicyclo[3.2.1]oct-3-en-6-yl]oxy]-acetic acid lithium salt [Li+].F[C@@H](C(=O)[O-])ON1[C@@H]2C=C([C@H](N(C1=O)C2)C(NCC2=NC=CN=C2)=O)C